(1S,2R)-7-Chloro-2-(methoxymethoxy)-2,3-dihydro-1H-inden-1-yl-carbamat ClC=1C=CC=C2C[C@H]([C@H](C12)NC([O-])=O)OCOC